CN1CC(C1)C(=O)NCCCNC1=CC(=NC=C1C(F)(F)F)NC=1C(=NN(C1)C1CC2CCC(C1)N2C)C 1-methyl-N-(3-((2-((3-methyl-1-(8-methyl-8-azabicyclo[3.2.1]octan-3-yl)-1H-pyrazol-4-yl)amino)-5-(trifluoromethyl)pyridin-4-yl)amino)propyl)azetidine-3-carboxamide